ClC1=CC(=C(C=C1)C1=NC(=NC2=C1N=C(N(C2=O)C)C)[C@H]2CC(O[C@H](C2)C=2C=NN(C2)C)(C)C)F 8-(4-chloro-2-fluorophenyl)-6-((4r,6r)-2,2-dimethyl-6-(1-methyl-1H-pyrazol-4-yl)tetrahydro-2H-pyran-4-yl)-2,3-dimethylpyrimido[5,4-d]pyrimidin-4(3H)-one